O=C1N(CCC(N1)=O)C1=CN=CC2=CC(=CC=C12)C#CC1CCN(CC1)CC1CCC(CC1)NC(OC(C)(C)C)=O tert-butyl N-[4-[[4-[2-[4-(2,4-dioxohexahydropyrimidin-1-yl)-7-isoquinolyl]ethynyl]-1-piperidyl]methyl]cyclohexyl]carbamate